(Z)-2-cyano-3-hydroxy-N-(3-methyl-4-(trifluoromethyl)phenyl)-3-(5-methylisoxazol-4-yl)acrylamide potassium [K].C(#N)/C(/C(=O)NC1=CC(=C(C=C1)C(F)(F)F)C)=C(\C=1C=NOC1C)/O